[Br-].[Br-].C(CCCCCCCCCC[N+]1=CC(=C(C=C1)C)C)[N+]1=CC(=C(C=C1)C)C 1,1'-(undecane-1,11-diyl)bis(3,4-dimethylpyridin-1-ium) dibromide